N-(6-(1-Methyl-1H-pyrazol-4-yl)pyridin-2-yl)-5-(5-methylhexahydropyrrolo[3,4-c]pyrrol-2(1H)-yl)-2-morpholinooxazolo[4,5-b]pyridine-6-carboxamide CN1N=CC(=C1)C1=CC=CC(=N1)NC(=O)C=1C=C2C(=NC1N1CC3CN(CC3C1)C)N=C(O2)N2CCOCC2